OC[C@H]1O[C@H]([C@@H]([C@H]([C@@H]1O)O)O)OC1=CC=C(C=C1)C1=CC=C(C=C1)OC (2R,3S,4S,5R,6S)-2-(hydroxymethyl)-6-((4'-methoxy-[1,1'-biphenyl]-4-yl)oxy)tetrahydro-2H-pyran-3,4,5-triol